O-benzoyl-N-(4,5-dimethylbenzyl)hydroxylamine tert-butyl-((1R,5S,6s)-3-(2-(4-(4-aminophenyl)piperazin-1-yl)ethyl)-3-azabicyclo[3.1.0]hexan-6-yl)carbamate C(C)(C)(C)N(C(O)=O)C1[C@@H]2CN(C[C@H]12)CCN1CCN(CC1)C1=CC=C(C=C1)N.C(C1=CC=CC=C1)(=O)ONCC1=CC=C(C(=C1)C)C